O=C1NC(CCC1C1=CC(=C(C=C1)N1C(CC(CC1)CN1CCC2(CC(C2)NC(C2=CC(=CC=C2)OC)=O)CC1)=O)F)=O N-(7-((1-(4-(2,6-dioxopiperidin-3-yl)-2-fluorophenyl)-2-oxopiperidin-4-yl)methyl)-7-azaspiro[3.5]non-2-yl)-3-methoxybenzamide